dichlororuthenium (II) dihydrate O.O.Cl[Ru]Cl